(+/-)-isopropyl (1S,3S)-3-(4-(4-(((cyclopentyl(methyl)carbamoyl)oxy) methyl)-5-methylisoxazol-3-yl)phenoxy)cyclohexanecarboxylate C1(CCCC1)N(C(=O)OCC=1C(=NOC1C)C1=CC=C(O[C@@H]2C[C@H](CCC2)C(=O)OC(C)C)C=C1)C |r|